N-(4-((R)-2-(2-fluorophenyl)propyl)-6-(((R)-1-hydroxy-4-methylpent-2-yl)amino)-1,3,5-triazin-2-yl)methanesulfonamide FC1=C(C=CC=C1)[C@@H](CC1=NC(=NC(=N1)N[C@@H](CO)CC(C)C)NS(=O)(=O)C)C